3-Fluoro-5-{5-[(2-methyl-1,3-thiazol-4-yl)ethynyl]-2-pyridinyl}benzonitrile FC=1C=C(C#N)C=C(C1)C1=NC=C(C=C1)C#CC=1N=C(SC1)C